4-{[6-(5-chloro-2-fluorophenyl)pyridazin-4-yl]amino}quinolin-7-yl 7-methyl-2,7-diazaspiro[3.5]nonane-2-carboxylate CN1CCC2(CN(C2)C(=O)OC2=CC=C3C(=CC=NC3=C2)NC2=CN=NC(=C2)C2=C(C=CC(=C2)Cl)F)CC1